ClC=1N=NC(=CC1)OC1CN(C1)C 3-chloro-6-(1-methylazetidin-3-yl)oxypyridazine